ClC1=C(C=C2C(C(NC2=C1)=O)=C(O)C1=CC(=NO1)C)C=1SC(=CC1)C1(CC1)CO 6-Chloro-5-[5-(1-hydroxymethyl-cyclopropyl)-thiophen-2-yl]-3-[1-hydroxyl-(3-methyl-isoxazol-5-yl)-methylidene]-1,3-dihydro-indol-2-one